N=1C=NN2C1C(=CC=C2)CCC[C@H]2C[C@@H]1N(CCN(C1)C1=NC=C(C=C1)OC)C2=O (7S,8aS)-7-(3-([1,2,4]triazolo[1,5-a]pyridin-8-yl)propyl)-2-(5-methoxypyridin-2-yl)hexahydropyrrolo[1,2-a]pyrazin-6(2H)-one